(2-(4-((4-fluoro-3-methylphenyl)carbamoyl)-1,3,5-trimethyl-1H-pyrrol-2-yl)-2-oxoacetyl)-D-valine FC1=C(C=C(C=C1)NC(=O)C=1C(=C(N(C1C)C)C(C(=O)N[C@H](C(C)C)C(=O)O)=O)C)C